FC1(CNCC12CN(C2)C2=NC(=CC1=C2N=C(N=C1)NC1CCN(CC1)S(=O)(=O)C)C)F 8-(8,8-difluoro-2,6-diazaspiro[3.4]octan-2-yl)-6-methyl-N-(1-(methylsulfonyl)piperidin-4-yl)pyrido[3,4-d]pyrimidin-2-amine